N-((5-chloro-6-(5-methoxypyrazin-2-yl)-1H-indol-2-yl)methyl)-1-methylcyclopropane-1-carboxamide ClC=1C=C2C=C(NC2=CC1C1=NC=C(N=C1)OC)CNC(=O)C1(CC1)C